BrCCCCCCCC(=O)N(CCCCCC)CCC(=O)OCC(CCCCCCCC)CCCCCC 2-hexyldecyl 3-(8-bromo-N-hexyloctanamido)propanoate